(4S)-2-{[(2S)-1,4-Dioxan-2-yl]methyl}-4-methyl-N-[(5-methylpyrazin-2-yl)methyl]-8-(trifluoromethyl)-4,5-dihydro-2H-furo[2,3-g]indazol-7-carboxamid O1[C@H](COCC1)CN1N=C2C3=C(C[C@@H](C2=C1)C)OC(=C3C(F)(F)F)C(=O)NCC3=NC=C(N=C3)C